C(#N)CC(=O)OCC(OC(CC#N)=O)COC(CC#N)=O glycerin tris(cyanoacetate)